hexahydro-(5H)-chromen-5-one O1CCCC2C(CCC=C12)=O